7-fluoro-6-((2-fluoro-4-iodophenyl)amino)-3-methyl-N-(2-(vinyloxy)ethoxy)benzofuran-5-carboxamide FC1=C(C(=CC=2C(=COC21)C)C(=O)NOCCOC=C)NC2=C(C=C(C=C2)I)F